CC(C1=CC(=CC(=C1)OC)OC)(C)OC(=O)N1CCN(CC1)C(=O)OC(C1=CC(=CC(=C1)OC)OC)(C)C bis{[(α,α-dimethyl-3,5-dimethoxybenzyl)oxy]carbonyl}piperazine